Methyl 4-(tert-butyl)-6-(perfluoropyridin-4-yl)cyclohexa-1,4-diene-1-carboxylate C(C)(C)(C)C=1CC=C(C(C1)C1=C(C(=NC(=C1F)F)F)F)C(=O)OC